C(C)(=O)NC1COC(C(C1O)O)CO 3-acetamido-4,5-dihydroxy-6-(hydroxymethyl)oxan